N-((4,6-dimethyl-2-oxo-1,2-dihydropyridin-3-yl)methyl)-6-methyl-5-(1-morpholinoethyl)-2-(3-morpholinophenyl)indolizine-7-carboxamide CC1=C(C(NC(=C1)C)=O)CNC(=O)C=1C(=C(N2C=C(C=C2C1)C1=CC(=CC=C1)N1CCOCC1)C(C)N1CCOCC1)C